CN1C(=NC(=C1)C=1C=C2CN(C(C2=CC1)=O)C1C(NC(CC1)=O)=O)C1CCC2(CC2)CC1 3-(5-(1-Methyl-2-(spiro[2.5]octan-6-yl)-1H-imidazol-4-yl)-1-oxoisoindolin-2-yl)piperidine-2,6-dione